COC1=CC2=CC3=C(C(OC3)=O)C(=C2C=C1OC)C=1C=NC(=NC1)N1CCSCC1 6,7-dimethoxy-9-(2-thiomorpholinopyrimidin-5-yl)naphtho[2,3-c]furan-1(3H)-one